8-((2s,5r)-4-((4-fluorophenyl)(tetrahydro-2H-pyran-2-yl)methyl)-2,5-dimethylpiperazin-1-yl)-5-methyl-6-oxo-5,6-dihydro-1,5-naphthyridine-2-carbonitrile FC1=CC=C(C=C1)C(N1C[C@@H](N(C[C@H]1C)C1=CC(N(C=2C=CC(=NC12)C#N)C)=O)C)C1OCCCC1